5-((6-((2,5-dichloropyrimidin-4-yl)amino)-3-methyl-2-oxo-2,3-dihydro-1H-benzo[d]imidazol-1-yl)methyl)-5-(2-hydroxypropan-2-yl)-3-methyloxazolidin-2-one ClC1=NC=C(C(=N1)NC=1C=CC2=C(N(C(N2C)=O)CC2(CN(C(O2)=O)C)C(C)(C)O)C1)Cl